(R)-(7-(4-(tert-Butyldimethylsilyloxy)piperidin-1-yl)chroman-3-yl)carbamic acid benzyl ester C(C1=CC=CC=C1)OC(N[C@H]1COC2=CC(=CC=C2C1)N1CCC(CC1)O[Si](C)(C)C(C)(C)C)=O